2-(3-(Dimethylamino)piperidin-1-yl)-N-((7-(trifluoromethyl)-10H-phenoxazin-3-yl)methyl)acetamide CN(C1CN(CCC1)CC(=O)NCC=1C=CC=2NC3=CC=C(C=C3OC2C1)C(F)(F)F)C